N1CCC(CC1)COCC1CCN(CC1)C(=O)[O-] 4-((Piperidin-4-ylmethoxy)methyl)piperidine-1-carboxylate